ClC1=CC(=C(S1)C(=O)N)OCC1NCCC1 5-chloro-3-(pyrrolidin-2-ylmethoxy)thiophene-2-carboxamide